C(#N)C1=CNC=C1 3-cyanopyrrole